2'-(methylthio)-5',6'-dihydrospiro[fluorene-9,7'-pyrano[2,3-d]pyrimidin]-4'(3'H)-one CSC=1NC(C2=C(N1)OC1(CC2)C2=CC=CC=C2C=2C=CC=CC21)=O